N1(CCOCC1)C=1C=CC=C(C1N)N 6-morpholin-4-yl-benzene-1,2-diamine